[3-(methacryloyloxy)-propyl]trimethylammonium chloride [Cl-].C(C(=C)C)(=O)OCCC[N+](C)(C)C